N-(imidazo[1,2-b]pyridazin-3-yl)-6-methoxy-2-(4-(methyl(2-(piperidin-4-yl)ethyl)amino)cyclohexyl)-2H-indazole-5-carboxamide N=1C=C(N2N=CC=CC21)NC(=O)C2=CC1=CN(N=C1C=C2OC)C2CCC(CC2)N(CCC2CCNCC2)C